FC1=C2C=CN(C2=CC=C1F)CC(C)(N(C)C)C 1-(4,5-difluoro-1H-indol-1-yl)-N,N,2-trimethylpropan-2-amine